3-p-bromophenyl-1-(tert-butyldimethylsilyl)-2-propyn-1-one BrC1=CC=C(C=C1)C#CC(=O)[Si](C)(C)C(C)(C)C